5-fluoro-2-aminomethyl-pyridine hydrochloride Cl.FC=1C=CC(=NC1)CN